isopropyl ((((1S,2R,4R,6S)-2-(methoxymethyl)-6-methyl-3-oxoquinuclidin-2-yl)methoxy)(phenoxy)phosphoryl)-L-alaninate COC[C@@]1(N2[C@H](C[C@H](C1=O)CC2)C)COP(=O)(OC2=CC=CC=C2)N[C@@H](C)C(=O)OC(C)C